FC(C(=O)O)(F)F.C(C)(=O)N1CCN(CC1)[C@@H]1C[C@@H](CCC1)NC(=O)C=1NC2=C(C=CC(=C2C1)F)C N-[(1R,3S)-3-(4-acetylpiperazin-1-yl)cyclohexyl]-4-fluoro-7-methyl-1H-indole-2-carboxamide trifluoroacetic acid salt